N-[6-[2-(difluoromethoxy)ethoxy]-5-fluoro-2-methoxy-3-pyridyl]-7-keto-6-methyl-1H-pyrrolo[2,3-c]pyridine-3-sulfonamide FC(OCCOC1=C(C=C(C(=N1)OC)NS(=O)(=O)C1=CNC=2C(N(C=CC21)C)=O)F)F